(methoxymethyl)-7-{6-methyl-4-[(1-methylcyclopropyl)amino]furo[2,3-d]pyrimidine-5-carbonyl}-3H,4H,5H,6H,7H,8H-pyrido[3,4-d]pyrimidin-4-one COCC=1NC(C2=C(N1)CN(CC2)C(=O)C2=C(OC=1N=CN=C(C12)NC1(CC1)C)C)=O